BrC1=CC(=C(C=C1)NC(=O)N)F [(4-bromo-2-fluorophenyl)carbamoyl]amin